Methyl (S)-3-cyclopropyl-2-(2-((S)-5-oxo-1-(2,3,5-trifluorobenzyl)pyrrolidin-2-yl)-N-(2,2,2-trifluoroethyl)acetamido)propanoate C1(CC1)C[C@@H](C(=O)OC)N(C(C[C@H]1N(C(CC1)=O)CC1=C(C(=CC(=C1)F)F)F)=O)CC(F)(F)F